CC1CN(CC(O1)C)C1=NC(=CC(=N1)N1CCN(CC1)C(=O)OC(C)(C)C)NC1=CC2=C(C=N1)C=NN2C(C)C tert-butyl 4-[2-(2,6-dimethylmorpholin-4-yl)-6-{[1-(propan-2-yl)-1H-pyrazolo[4,3-c]pyridin-6-yl]amino}pyrimidin-4-yl]piperazine-1-carboxylate